OC=1N(C(=NC1)N)I hydroxy-3-iodoimidazoleamine